F[C@H]1CN(C[C@@H]1NC1=NC=CC(=N1)C1=CN=C2N1C=CC(=C2)OC(C)C)C(=O)OC(C)(C)C tert-butyl (3S,4S)-3-fluoro-4-[[4-(7-isopropoxyimidazo[1,2-a]pyridin-3-yl)pyrimidin-2-yl]amino]pyrrolidine-1-carboxylate